methyl 5-amino-2-((1S,4r)-4-((S)-4-(tert-butoxycarbonyl)-2-(methoxymethyl)piperazin-1-yl)cyclohexyl)-2H-indazole-6-carboxylate NC1=CC2=CN(N=C2C=C1C(=O)OC)C1CCC(CC1)N1[C@@H](CN(CC1)C(=O)OC(C)(C)C)COC